3,6-dimethyl-1-(3,5-dimethylpiperidinyl)-7-cyano-8-hydroxyisoquinoline CC=1N=C(C2=C(C(=C(C=C2C1)C)C#N)O)N1CC(CC(C1)C)C